C(CCCCCCCN)N 1,8-Octan-diamin